N-(4-((S)-3-((S) or (R)-3-(3-chlorophenyl)-2,2-dimethylpyrrolidin-1-yl)-2-hydroxypropoxy)phenyl)-N-methylmethanesulfonamide ClC=1C=C(C=CC1)[C@H]1C(N(CC1)C[C@@H](COC1=CC=C(C=C1)N(S(=O)(=O)C)C)O)(C)C |o1:7|